FC1(CC(=CC=C1)F)S(=O)(=O)N 1,3-difluorobenzenesulfonamide